BrCC1=C(C(=CC(=C1)CC)CBr)O 2,6-bis(bromomethyl)-4-ethyl-phenol